FC1=C(N=C(C2=C1N=C(N=C2N2CCCCC2)OC[C@H]2N(CCC2)C)C)C2=CC(=CC1=CC=C(C(=C21)C#C[Si](C(C)C)(C(C)C)C(C)C)F)OCOC (R)-1-(8-fluoro-7-(7-fluoro-3-(methoxy-methoxy)-8-((triisopropylsilyl)ethynyl)naphthalene-1-yl)-5-methyl-2-(((S)-1-methylpyrrolidin-2-yl)methoxy)pyrido[4,3-d]pyrimidin-4-yl)piperidine